CN(C1=CC=C(C=C1)[Mg]Br)C 4-(dimethylamino)phenylmagnesium bromide